p-styreneformyl chloride C=CC1=CC=C(C=C1)C(=O)Cl